(R)-3-(2-ethynyl-1H-imidazol-1-yl)-10-methyl-9,10,11,12-tetrahydro-8H-[1,4]diazepino[5',6':4,5]thieno[3,2-f]quinolin-8-one C(#C)C=1N(C=CN1)C1=NC=2C=CC3=C(C2C=C1)C1=C(S3)C(N[C@@H](CN1)C)=O